Butyl (3-aminopropyl)carbamate NCCCNC(OCCCC)=O